ethyl 3-hydroxy-2-naphthoate OC=1C(=CC2=CC=CC=C2C1)C(=O)OCC